lauroyl-glutamic acid triethanolamine salt N(CCO)(CCO)CCO.C(CCCCCCCCCCC)(=O)N[C@@H](CCC(=O)O)C(=O)O